C(#N)C1=CC(=C(C=C1)NS(=O)(=O)C1=CNC=C1C(=O)C1CCCC1)F N-(4-cyano-2-fluoro-phenyl)-4-(cyclopentanecarbonyl)-1H-pyrrole-3-sulfonamide